7-chloro-4-(3,6-dihydropyridin-1(2H)-yl)-8-fluoro-5-methoxy-2-(methylsulfanyl)pyrido[4,3-d]pyrimidine ClC1=C(C=2N=C(N=C(C2C(=N1)OC)N1CCC=CC1)SC)F